6-(4-(5-((1,1-Difluoro-3,9-diazaspiro[5.5]undecan-3-yl)methyl)pyridin-2-yl)indolin-1-yl)-N-((1R,2R)-2-methoxycyclobutyl)-8-(methylamino)imidazo[1,2-b]pyridazine-3-carboxamide FC1(CN(CCC12CCNCC2)CC=2C=CC(=NC2)C2=C1CCN(C1=CC=C2)C=2C=C(C=1N(N2)C(=CN1)C(=O)N[C@H]1[C@@H](CC1)OC)NC)F